C[C@H]1CC[C@@H](N(C1)C(C(=O)NC=1C=C(C=NC1)C(=O)N)=O)C1=NC=CC=C1 5-[[2-[(2R,5S)-5-methyl-2-(2-pyridyl)-1-piperidyl]-2-oxo-acetyl]amino]pyridine-3-carboxamide